OCOC1=CC=C(C(=O)C2=CC=C(C=C2)C(\C=C\C2=CC=CC=C2)=O)C=C1 (E)-1-[4-[4-(Hydroxymethoxy)benzoyl]phenyl]-3-phenylprop-2-en-1-one